(3R,3aS,6S,6aR)-6-(((benzyloxy)carbonyl)amino)hexahydrofuro[3,2-b]furan-3-yl trifluoromethanesulfonate FC(S(=O)(=O)O[C@H]1[C@@H]2[C@H](OC1)[C@H](CO2)NC(=O)OCC2=CC=CC=C2)(F)F